C1(=CC=C(C=C1)C(CC(=O)OC)C1=CC=C(C=C1)C)C methyl 3,3-di-p-tolylpropionate